succinimidyl 4-(p-iodophenyl)butanoate IC1=CC=C(C=C1)CCCC(=O)ON1C(CCC1=O)=O